C(C)OC1=CC=C2C=C(C(=NC2=C1)C)C#N 7-ethoxy-2-methylquinoline-3-carbonitrile